O=C1N=CNC2=CC=C(C=C12)C=1C=C(C=CC1)S(=O)(=O)NC(OC(C)(C)C)=O tert-butyl ((3-(4-oxo-1,4-dihydroquinazolin-6-yl)phenyl)sulfonyl)carbamate